2-[2-chloro-4-(trifluoromethyl)phenyl]-N-{3-sulfamoyl-4-[4-(trifluoromethyl)-1H-1,2,3-triazol-1-yl]phenyl}acetamide ClC1=C(C=CC(=C1)C(F)(F)F)CC(=O)NC1=CC(=C(C=C1)N1N=NC(=C1)C(F)(F)F)S(N)(=O)=O